C[N+](C)(C)CCOP(=O)([O-])OCCCCCC(=O)[O-] The molecule is a dialkyl phosphate anion formed by deprotonation of both the phosphoric and carboxylic acid groups of 6-(O-phosphocholine)hydroxyhexanoic acid. It is a carboxylic acid anion and a dialkyl phosphate anion. It is a conjugate base of a 6-(O-phosphocholine)oxyhexanoic acid betaine and a 6-(O-phosphocholine)oxyhexanoate.